OC1=C(C(=N)N)C=CC=C1 o-hydroxybenzamidine